6,7-difluoro-4-oxoquinoline-3-carboxylic acid FC=1C=C2C(C(C=NC2=CC1F)C(=O)O)=O